NC1=C(N=CC(=N1)N1CCC2(CC1)[C@@H](C1=CC=CC=C1CC2)N)SC2=C(C(=NC=C2)N)Cl (S)-1'-(6-amino-5-((2-amino-3-chloropyridin-4-yl)thio)pyrazin-2-yl)-3,4-dihydro-1H-spiro[naphthalene-2,4'-piperidin]-1-amine